OC(C)CCC(C)O 2,5-Dihydroxyhexan